ClC1=NC=C(C(=C1)C1=C(C=NC(=C1)C)C(=O)NC=1SC2=C(N1)CN(C2)C(C2=CN=C(C=C2)C(F)F)=O)OC 2'-chloro-N-(5-(6-(difluoromethyl)nicotinoyl)-5,6-dihydro-4H-pyrrolo[3,4-d]thiazol-2-yl)-5'-methoxy-6-methyl-[4,4'-bipyridine]-3-carboxamide